C(C)(CC)N secbutylamine